ClC=1C2=CN(N=C2C=CC1)C(CC#CC#CC1=C2C(=NC=C1C(=O)N)NC=C2)C2=C1N(C=N2)C[C@@H](C1)F 4-(6-(4-Chloro-2H-indazol-2-yl)-6-((R)-6-fluoro-6,7-dihydro-5H-pyrrolo[1,2-c]imidazol-1-yl)hex-1,3-diyn-1-yl)-1H-pyrrolo[2,3-b]pyridine-5-carboxamide